2-allyl-2-propyl-malonic acid bis(6-heptenyl) ester C(CCCCC=C)OC(C(C(=O)OCCCCCC=C)(CCC)CC=C)=O